trifluoropropan-2-yl (3S)-4-(7-(4-cyanopyridin-2-yl)-5-(2-fluorophenyl)-7H-pyrrolo[2,3-d]pyrimidin-4-yl)-3-methylpiperazine-1-carboxylate C(#N)C1=CC(=NC=C1)N1C=C(C2=C1N=CN=C2N2[C@H](CN(CC2)C(=O)OC(C)C(F)(F)F)C)C2=C(C=CC=C2)F